2,4-diisocyanato-1-[(5-isocyanato-2-methylphenyl)methyl]Benzeneacetylindoline-5-sulfonyl chloride N(=C=O)C1C(C=CC(=C1)N=C=O)(CC(=O)N1CCC2=CC(=CC=C12)S(=O)(=O)Cl)CC1=C(C=CC(=C1)N=C=O)C